4-(3-Isopropyl-2-(8-methoxy-[1,2,4]triazolo[1,5-a]pyridin-6-yl)-1H-indol-5-yl)-N-(1-methylcyclopropyl)cyclohexan-1-amin C(C)(C)C1=C(NC2=CC=C(C=C12)C1CCC(CC1)NC1(CC1)C)C=1C=C(C=2N(C1)N=CN2)OC